ClC1=NN=C2N1C1=CC=C(C=C1C(=N2)N(C)C2=CC(=CC=C2)C=2C=NC(=CC2)C2CC2)F chloro-N-[3-(6-cyclopropyl-3-pyridinyl)phenyl]-7-fluoro-N-methyl-[1,2,4]triazolo[4,3-a]quinazolin-5-amine